(1S,4r)-4-(2-((S)-1-(3,4-difluorophenyl)-6-oxopiperidin-2-yl)-5-(3,5-dimethylisoxazol-4-yl)-1H-benzo[d]imidazol-1-yl)cyclohexanecarboxylic acid FC=1C=C(C=CC1F)N1[C@@H](CCCC1=O)C1=NC2=C(N1C1CCC(CC1)C(=O)O)C=CC(=C2)C=2C(=NOC2C)C